BrC=1C2=C(C=3C(=NN=C(C3C1)Cl)C)CN(C2C2=C(C=CC(=C2)F)Cl)CC2=CC=C(C=C2)OC 6-Bromo-4-chloro-7-(2-chloro-5-fluorophenyl)-8-(4-methoxybenzyl)-1-methyl-7,8-dihydro-9H-pyrrolo[3,4-f]phthalazine